(1R,3S)-3-((6-((R)-1-hydroxyethyl)-8-(isopropylamino)pyrido[3,4-d]pyrimidin-2-yl)amino)cyclopentane-1-carboxylic acid O[C@H](C)C1=CC2=C(N=C(N=C2)N[C@@H]2C[C@@H](CC2)C(=O)O)C(=N1)NC(C)C